FC=1C=C(C=NC1)C1=CC(=NC(=C1F)C)C=1OC(=NN1)C1=NC=C(C=C1)C 2-(5,5'-difluoro-6'-methyl-[3,4'-bipyridin]-2'-yl)-5-(5-methylpyridin-2-yl)-1,3,4-oxadiazole